4-(difluoromethyl)-3-(3,3,4,4-tetrafluoropyrrolidin-1-yl)-1H-indazole FC(C1=C2C(=NNC2=CC=C1)N1CC(C(C1)(F)F)(F)F)F